BrC1=C2C=NN3CCOC(C=C1)=C32 5-bromo-9-oxa-1,2-diazatricyclo[6.3.1.04,12]dodeca-2,4,6,8(12)-tetraene